C1(=CC=CC=C1)C1=C2C=C(N=CC2=CC=C1)C(=O)N[C@@H]1C(N(C=2N(CC1)N=C(C2)C)C)=O 5-Phenyl-N-[(6S)-2,4-dimethyl-5-oxo-7,8-dihydro-6H-pyrazolo[1,5-a][1,3]diazepin-6-yl]isochinolin-3-carboxamid